4-(3-(4-(6-(2-aminobenzo[d]oxazol-5-yl)imidazo[1,2-a]pyridine-3-carbonyl)-2-hydroxypiperazine-1-carbonyl)-4-fluorobenzyl)phthalazin-1(2H)-one NC=1OC2=C(N1)C=C(C=C2)C=2C=CC=1N(C2)C(=CN1)C(=O)N1CC(N(CC1)C(=O)C=1C=C(CC2=NNC(C3=CC=CC=C23)=O)C=CC1F)O